C(C)(C)(C)OC(=O)N1C2C(OCC1)CNC2 hexahydropyrrolo[3,4-b][1,4]oxazine-4(4aH)-carboxylic acid tert-butyl ester